C1C=CC=2N1C1=C(N2)C=CC=C1 benzo[d]pyrrolo[1,2-a]imidazole